COC([C@H](CCSCCC1=CC=C(C=C1)Cl)NC(=O)OC(C)(C)C)=O (S)-methyl-2-((tert-butoxycarbonyl)amino)-4-((4-chlorophenethyl)thio)butanoate